2-((S)-1-methoxyethyl)pyridin CO[C@@H](C)C1=NC=CC=C1